C1(CCCCC1)CC(=O)O[C@@H]1[C@H](O[C@H]([C@]1(C)F)N1C2=NC(=NC(=C2N=C1)NC)N)COC(CC1CCCCC1)=O (2R,3R,4R,5R)-5-(2-amino-6-(methylamino)-9H-purin-9-yl)-2-((2-cyclohexylacetoxy)methyl)-4-fluoro-4-methyltetrahydrofuran-3-yl 2-cyclohexylacetate